(R)-6-[(4-Ethynylphenyl)-6-azaspiro[3.4]octane-6-carbonyl]-1H-pyrazin-2-one C(#C)C1=CC=C(C=C1)[C@H]1CCC12CN(CC2)C(=O)C2=CN=CC(N2)=O